OC1=CC=C2N=CC(=NC2=C1)/C=C/C1CCN(CC1)C(=O)OC(C)(C)C tert-butyl 4-[(e)-2-(7-hydroxyquinoxalin-2-yl)vinyl]piperidine-1-carboxylate